2-methyl-5-[(4-methyl-1,3-thiazol-5-yl)methoxy]-1-benzofuran CC=1OC2=C(C1)C=C(C=C2)OCC2=C(N=CS2)C